(14S,17S)-1-azido-14-benzyl-13,16-dioxo-17-((S)-6-((E)-3-(pyridin-3-yl)acrylamido)-2-(2-(4-(3-(o-tolyl)ureido)phenyl)acetamido)hexanamido)-3,6,9-trioxa-12,15-diazaicosan-20-oic acid N(=[N+]=[N-])CCOCCOCCOCCNC([C@@H](NC([C@H](CCC(=O)O)NC([C@H](CCCCNC(\C=C\C=1C=NC=CC1)=O)NC(CC1=CC=C(C=C1)NC(=O)NC1=C(C=CC=C1)C)=O)=O)=O)CC1=CC=CC=C1)=O